indolium nitrogen [N+3].[NH2+]1C=CC2=CC=CC=C12